2,5-dihydro-4H-thieno-[3,4-c]-pyrazole N1NC=C2C1=CSC2